CN1C(C2=CC=CC=C2C(=C1)C1=NC=CC=C1)=O 2-methyl-4-pyridin-2-ylisoquinolin-1-one